N-(2-chloro-6-fluorobenzofuran-7-yl)-6,6-dimethyl-4,6-dihydropyrrolo[3,4-c]pyrazol-5(1H)-carboxamid ClC=1OC2=C(C1)C=CC(=C2NC(=O)N2C(C=1NN=CC1C2)(C)C)F